BrC=1C=C(C=CC1N1CCC(CC1)C1=NC=CC=N1)CC1CN(CCO1)C(=O)OC(C)(C)C tert-butyl 2-[[3-bromo-4-(4-pyrimidin-2-yl-1-piperidyl)phenyl]methyl]morpholine-4-carboxylate